C[C@@H]1[C@H]([C@H](C2=C([C@]1(C)CCC(C)(C=C)O)CCCC2(C)C)OC(=O)C)OC(=O)C The molecule is a labdane diterpenoid that is isolated from the fruits of Vitex trifolia L and Vitex negundo. It has a role as a plant metabolite, an antineoplastic agent and an apoptosis inducer. It is a labdane diterpenoid, an acetate ester, a tertiary alcohol, a carbobicyclic compound and an olefinic compound.